4-(4-(3,8-diazabicyclo[3.2.1]octan-3-yl)-8-fluoro-2-((3-(fluoromethyl)oxetan-3-yl)methoxy)-6-(trifluoromethyl)quinazolin-7-yl)-2-amino-7-fluorobenzo[b]thiophene-3-carbonitrile C12CN(CC(CC1)N2)C2=NC(=NC1=C(C(=C(C=C21)C(F)(F)F)C2=CC=C(C=1SC(=C(C12)C#N)N)F)F)OCC1(COC1)CF